NCC1([C@H]2CN(C[C@@H]12)C1=C(C(N(C(=N1)C)C1=C(C(=CC=C1)Cl)Cl)=O)Cl)C=1SC=C(N1)C 6-((1R,5S,6r)-6-(aminomethyl)-6-(4-methylthiazol-2-yl)-3-azabicyclo[3.1.0]hexan-3-yl)-5-chloro-3-(2,3-dichlorophenyl)-2-methylpyrimidin-4(3H)-one